CC=1C=C(OC2=CC=C(C=C2)NN)C=CC1C 4-(3,4-dimethylphenoxy)phenylhydrazine